[Na+].C1(=CC=CC=C1)S(=O)(=O)[O-] benzenesulfonic acid-sodium salt